2-[(2-methyl-3-oxo-2,3-dihydro-1H-isoindol-5-yl)amino]-4-[(1,2,3,4-tetrahydroisoquinolin-5-yl)amino]pyrimidine-5-carboxamide CN1CC2=CC=C(C=C2C1=O)NC1=NC=C(C(=N1)NC1=C2CCNCC2=CC=C1)C(=O)N